[4-(1-tert-butyl-1,2,4-triazol-3-yl)-3-methyl-phenyl]-[4-(5-chlorooxazolo[4,5-b]pyridin-2-yl)piperazin-1-yl]methanone C(C)(C)(C)N1N=C(N=C1)C1=C(C=C(C=C1)C(=O)N1CCN(CC1)C=1OC=2C(=NC(=CC2)Cl)N1)C